((S)-2,2-difluorocyclopropyl)((R)-4-(4-fluoropyrazolo[1,5-a]pyridin-2-yl)-1,4,6,7-tetrahydro-5H-imidazo[4,5-c]pyridin-5-yl)methanone FC1([C@@H](C1)C(=O)N1[C@H](C2=C(CC1)NC=N2)C2=NN1C(C(=CC=C1)F)=C2)F